C(C1=CC=CC=C1)OCC([C@H](C[C@H]1C(NCC1)=O)NC(=O)[C@H]1N(C[C@H]2[C@@H]1CCC2)C(=O)C=2NC1=CC=CC(=C1C2)OC)=O (1S,3aR,6aS)-N-[(2S)-4-(benzyloxy)-3-oxo-1-[(3S)-2-oxopyrrolidin-3-yl]butan-2-yl]-2-(4-methoxy-1H-indole-2-carbonyl)-hexahydro-1H-cyclopenta[c]pyrrole-1-carboxamide